2,3,5,6-tetrafluorohydroquinone dibenzoate C(C1=CC=CC=C1)(=O)O.C(C1=CC=CC=C1)(=O)O.FC1=C(O)C(=C(C(=C1F)O)F)F